FC(C)(F)C1=CC=CC(=N1)C(=O)NC1=CC2=C(N=C(S2)C2CCC(CC2)CO)C=C1OC 6-(1,1-difluoroethyl)-N-(2-((1r,4r)-4-(hydroxymethyl)cyclohexyl)-5-methoxybenzo[d]thiazol-6-yl)picolinamide